(+/-)-endo-cis-3-(4-methoxyphenyl)-8-azabicyclo[3.2.1]octane-2,8-dicarboxylic acid 8-tert-butyl 2-methyl ester COC(=O)C1C2CCC(CC1C1=CC=C(C=C1)OC)N2C(=O)OC(C)(C)C